2-(4-(tert-butyl)phenoxy)cyclohexylprop-2-yn-1-ylsulfite C(C)(C)(C)C1=CC=C(OC2C(CCCC2)C#CCOS(=O)[O-])C=C1